3-oxopropenenitrile O=C=CC#N